C(C)(C)C1=NN(C(=C1)C1=NNC=N1)C 3-(3-isopropyl-1-methyl-1H-pyrazol-5-yl)-1H-1,2,4-triazole